2-[1-[6-Methyl-2-(2-methylindazol-6-yl)-4-oxo-chromen-8-yl]ethylamino]benzoic acid CC=1C=C2C(C=C(OC2=C(C1)C(C)NC1=C(C(=O)O)C=CC=C1)C=1C=CC2=CN(N=C2C1)C)=O